C(C1=CC=CC=C1)OC1=NC=C(C2=CC(=NC=C12)Cl)I 1-(benzyloxy)-6-chloro-4-iodo-2,7-naphthyridine